(1R,3S,4R)-N-((R)-1-cyano-2-((S)-2-oxopyrrolidin-3-yl)ethyl)-2-((R)-3-cyclopropyl-2-((5-methylpyridin-3-yl)amino)propanoyl)-5,5-difluoro-2-azabicyclo[2.2.2]octane-3-carboxamide C(#N)[C@@H](C[C@H]1C(NCC1)=O)NC(=O)[C@H]1N([C@H]2CC([C@@H]1CC2)(F)F)C([C@@H](CC2CC2)NC=2C=NC=C(C2)C)=O